5-[2-(2,6-dichlorophenyl)-5-(2,4-difluoro-phenyl)-1H-imidazol-4-yl]-3-isobutyl-3H-[1,2,3]triazolo[4,5-b]pyridine mesylate S(C)(=O)(=O)O.ClC1=C(C(=CC=C1)Cl)C=1NC(=C(N1)C1=CC=C2C(=N1)N(N=N2)CC(C)C)C2=C(C=C(C=C2)F)F